CS(=O)(=O)C1=CC=C(C=C1)N[C@@H](CO)C(=O)O D,L-p-methylsulfonylphenylserine